(E)-N,N-dimethyl-N-(2-(1-methyl-4-(1-methyl-4-(4-(2-(quinolin-3-yl)vinyl)benzamido)-1H-pyrrole-2-carboxamido)-1H-pyrrole-2-carboxamido)ethyl)nonan-1-aminium C[N+](CCCCCCCCC)(CCNC(=O)C=1N(C=C(C1)NC(=O)C=1N(C=C(C1)NC(C1=CC=C(C=C1)\C=C\C=1C=NC2=CC=CC=C2C1)=O)C)C)C